tert-butyl 4-(2-aminopyridin-4-yl)-1,4-diazepan-1-carboxylate NC1=NC=CC(=C1)N1CCN(CCC1)C(=O)OC(C)(C)C